[N+](=O)(O)[O-].N1=CC=CC(=C1)C1N(C)CCC1 Nicotine (nitrate)